CC1=C2CCNC(C2=CC=C1)=O 3,4-dihydro-5-methyl-isoquinolone